CN1C(=NC(=C1)C(F)(F)F)C1=CC=C(CN2N=CC=3C2=NC=NC3)C=C1 (4-(1-methyl-4-(trifluoromethyl)-1H-imidazol-2-yl)benzyl)-1H-pyrazolo[3,4-d]pyrimidine